6-chloro-8-methyl-benzo[d][1,3]oxazin-4-one ClC1=CC2=C(N=COC2=O)C(=C1)C